OC1(C(N(CC1)C)=O)C1=CC(=NO1)C1=CC=CO1 5-(5-(3-Hydroxy-1-methyl-2-oxopyrrolidin-3-yl)isoxazol-3-yl)furan